1-methoxy-pentane COCCCCC